(4-{2-[3-(Fluoromethyl)azetidin-1-yl]ethoxy}phenyl){3-[2-fluoro-4-(trifluoromethyl)phenyl]-7-hydroxyquinolin-4-yl}methanone FCC1CN(C1)CCOC1=CC=C(C=C1)C(=O)C1=C(C=NC2=CC(=CC=C12)O)C1=C(C=C(C=C1)C(F)(F)F)F